1,2-Difluoro-4-nitro-3-(nitromethyl)benzene FC1=C(C(=C(C=C1)[N+](=O)[O-])C[N+](=O)[O-])F